1-methyl-1-stearylaminoethyl-2-stearylimidazoline CC(C)(NCCCCCCCCCCCCCCCCCC)N1C(=NCC1)CCCCCCCCCCCCCCCCCC